OC(CON1C(CC(CC1(C)C)O)(C)C)(C)C 1-(2-hydroxy-2-methylpropoxy)-2,2,6,6-tetramethyl-4-piperidinol